C(#N)N1CC2=NC(=CC(=C2C1)C1=CC=C(C=C1)F)CC(=O)N (6-cyano-4-(4-fluorophenyl)-6,7-dihydro-5H-pyrrolo[3,4-b]pyridin-2-yl)acetamide